7-chloro-4-(4,4,5,5-tetramethyl-1,3,2-dioxaborolan-2-yl)-1H-indole ClC=1C=CC(=C2C=CNC12)B1OC(C(O1)(C)C)(C)C